2-(((dodecylsulfanyl)thio)-sulfanyl)propionic acid C(CCCCCCCCCCC)SSSC(C(=O)O)C